CN([C@@H](C(C)C)C(=O)O)C(=O)OCC1=CC=CC=C1 N-methyl-N-[(phenylmethoxy)carbonyl]-L-valine